(2S,6S*)-4-[(tert-butoxy)carbonyl]-6-ethoxy-1,4-oxazocane-2-carboxylic acid C(C)(C)(C)OC(=O)N1C[C@H](OCC[C@@H](C1)OCC)C(=O)O |o1:13|